4-(4-(1,3-dimethyl-1H-pyrazol-4-yl)piperidin-2-yl)benzoic acid methyl ester COC(C1=CC=C(C=C1)C1NCCC(C1)C=1C(=NN(C1)C)C)=O